5-chloro-4-(((1S,2S,4R)-2-(dimethylamino)-4-hydroxy-4-(3-(trifluoromethyl)phenyl)cyclohexyl)amino)-2-fluoro-N-(pyrimidin-4-yl)benzenesulfonamide ClC=1C(=CC(=C(C1)S(=O)(=O)NC1=NC=NC=C1)F)N[C@@H]1[C@H](C[C@](CC1)(C1=CC(=CC=C1)C(F)(F)F)O)N(C)C